3-[(cyclopentylamino)methyl]-6-methoxy-1-methyl-1H-indole-2-carboxylic acid C1(CCCC1)NCC1=C(N(C2=CC(=CC=C12)OC)C)C(=O)O